tert-butyl (S)-2-[2-[(S)-3-Methoxypyrrolidine-1-carbonyl]-6-(3-methyl-1H-pyrrolo[2,3-b]pyridin-5-yl)-1,2,3,4-tetrahydroisoquinoline-8-yl]pyrrolidine-1-carboxylate CO[C@@H]1CN(CC1)C(=O)N1CC2=C(C=C(C=C2CC1)C=1C=C2C(=NC1)NC=C2C)[C@H]2N(CCC2)C(=O)OC(C)(C)C